2-(2-morpholinoethoxy)ethane-1-amine O1CCN(CC1)CCOCCN